C(C)C1(NC(CC1)(C)C1=CC=C(C=C1)OC(C(F)(F)F)(C(F)(F)F)C(F)(F)F)CC 2,2-diethyl-5-(4-((1,1,1,3,3,3-hexafluoro-2-(trifluoromethyl)propane-2-yl)oxy)phenyl)-5-methylpyrrolidine